propynylether C(#CC)OC#CC